FC1=C(C[C@@H]2N(CCCCC2)C2=CC(=CC(N2)=O)N2CCOCC2)C=CC=C1F (R)-6-(2-(2,3-difluorobenzyl)azepan-1-yl)-4-morpholinopyridin-2(1H)-one